cis-dichlorobis(pyridinyl)platinum (II) Cl[Pt-2](C1=NC=CC=C1)(C1=NC=CC=C1)Cl